CC(C)N(C(C=CC1=NC2=C(N1)C(=C(C(=C2)Cl)Cl)Cl)=O)C(C)C N,N-bis(propan-2-yl)-3-(5,6,7-trichloro-1H-1,3-benzodiazol-2-yl)propenamide